6-(4-(3-((cyclopropylamino)methyl)pyrrolidin-1-yl)-5,6-difluoro-8-(methylamino)-9H-pyrido[2,3-b]indol-3-yl)-1-methyl-4-oxo-1,4-dihydro-1,8-naphthyridine-3-carboxylic acid C1(CC1)NCC1CN(CC1)C1=C(C=NC=2NC3=C(C=C(C(=C3C21)F)F)NC)C=2C=C1C(C(=CN(C1=NC2)C)C(=O)O)=O